C1=C(C=CC2=CC=CC=C12)C1=C2C=CC=CC2=C(C2=CC=CC=C12)C1=CC=C(C=C1)C1=NC2=C(N1C1=CC=CC=C1)C=CC=C2 2-(4-(10-(naphthalene-2-yl)anthracen-9-yl)phenyl)-1-phenyl-1H-benzo[d]imidazole